2-(4-aminophenyl)-5-amino-benzimidazole NC1=CC=C(C=C1)C=1NC2=C(N1)C=CC(=C2)N